(E)-2-(4-(4-(N-[11C]methyl-N-methylamino)phenyl)buta-1-en-3-ynyl)benz[d]thiazole-6-ol [11CH3]N(C)C1=CC=C(C=C1)C#C/C=C/C=1SC2=C(N1)C=CC(=C2)O